1-[2-(azetidin-1-yl)-2-oxo-ethyl]-3-methyl-6-(5-methyl-2-thienyl)imidazo[4,5-b]pyridin-2-one N1(CCC1)C(CN1C(N(C2=NC=C(C=C21)C=2SC(=CC2)C)C)=O)=O